bis-(2-methoxycarbonylethyl)sulfonium COC(=O)CC[SH+]CCC(=O)OC